(1E)-1-(2,4-dimethyl-6,7-dihydro-5H-pyrrolo[4,3-b]pyridin-6-yl)-N-methyl-2-{1-[2-(trifluoromethyl)pyridin-4-yl]azetidin-3-yl}ethanamine CC1=CC(=C2C(=N1)CN(C2)C(CC2CN(C2)C2=CC(=NC=C2)C(F)(F)F)NC)C